C(C)[C@@H]1N(CC[C@@H](C1)C(=O)NN)C(=O)OC(C)(C)C |r| (rac)-tert-butyl cis-2-ethyl-4-(hydrazinecarbonyl)piperidine-1-carboxylate